(S)-N-(2-(3,4-dimethylpiperazin-1-yl)-5-(m-tolyl)phenyl)-6-oxo-4-(trifluoromethyl)-1,6-dihydropyridine-3-carboxamide C[C@H]1CN(CCN1C)C1=C(C=C(C=C1)C=1C=C(C=CC1)C)NC(=O)C1=CNC(C=C1C(F)(F)F)=O